ClC1=NC=C(C(=N1)N1OCC[C@H]1C1=CC=CC=C1)C(F)(F)F (3S)-2-[2-chloro-5-(trifluoromethyl)pyrimidin-4-yl]-3-phenyl-isoxazolidine